4-(3-bromo-2-methylphenyl)piperazine HCl salt Cl.BrC=1C(=C(C=CC1)N1CCNCC1)C